C12(CC(C1)C2)N2C1(C3NNC(N3C3SC4CCCC4C3C2C2=C(C=CC=C2)Cl)C)CC1 (13'S)-N-{bicyclo[1.1.1]pentan-1-yl}-9'-(2-chlorophenyl)-3'-methyl-16'-thia-2',4',5',8'-tetraazaspiro[cyclopropane-1,7'-tetracyclo[8.6.0.02,6.011,15]hexadecane]